FC1=C(C=CC=C1)C(CC1N(CCCC1)C)C1=C(C=CC(=C1)C)O 2-[2-(2-fluorophenyl)-2-(2-hydroxy-5-methyl-phenyl)-ethyl]-N-methylpiperidine